COC(C)C12CC(CC(N1)C2)C cis-1-(1-methoxyethyl)-3-methyl-6-azabicyclo[3.1.1]heptane